C(C)(C)(C)OC(=O)N1CC2=C(CC1)SC(=N2)C=2C(=C(C=CC2)C2=C(C(=CC=C2)OCCCN2CCC1(CCCC(N1)=O)CC2)C)C 2-(2,2'-dimethyl-3'-(3-(2-oxo-1,9-diazaspiro[5.5]undec-9-yl)propoxy)-[1,1'-biphenyl]-3-yl)-6,7-dihydrothiazolo[4,5-c]pyridine-5(4H)-carboxylic acid tert-butyl ester